stearyl-oleic acid amide C(CCCCCCCCCCCCCCCCC)C(C(=O)N)CCCCCC\C=C/CCCCCCCC